(3R)-3-[8-[4-[4-[2-[3-amino-6-(2-hydroxyphenyl)pyridazin-4-yl]-3-fluoro-4-pyridyl]-1-piperidyl]cyclohexyl]-2,3-dihydro-1,4-benzoxazin-4-yl]piperidine-2,6-dione NC=1N=NC(=CC1C1=NC=CC(=C1F)C1CCN(CC1)C1CCC(CC1)C1=CC=CC=2N(CCOC21)[C@H]2C(NC(CC2)=O)=O)C2=C(C=CC=C2)O